NC1=NC2=C(N1[C@@H](CCCCNC(OC(C)(C)C)=O)C)C(=CC=C2)S(N(C)C)(=O)=O tert-butyl (R)-(5-(2-amino-7-(N,N-dimethylsulfamoyl)-1H-benzo[d]imidazol-1-yl)hexyl)carbamate